BrCCCC1OCCO1 2-(3-bromopropyl)-1,3-diOxolane